C[C@@H]1CN(C[C@@H](N1)C)C1=C2C(=NC=C1)N(CC2)C(=O)NC=2C(=CC=1N(C2)N=C(N1)C)F 4-((3R,5S)-3,5-dimethylpiperazin-1-yl)-N-(7-fluoro-2-methyl-[1,2,4]triazolo[1,5-a]pyridin-6-yl)-2,3-dihydro-1H-pyrrolo[2,3-b]pyridine-1-carboxamide